ClC1=C(C=CC(=C1)O)C=1C2=C(N(C1C=1C(=NOC1C)C)C(N)=NO)CCC2 3-(2-chloro-4-hydroxyphenyl)-2-(3,5-dimethylisoxazol-4-yl)-N'-hydroxy-5,6-dihydrocyclopenta[b]pyrrole-1(4H)-carboximidamide